(1S,2R)-2-[3-[(1E)-2-[4-[[(2R,6S)-2,6-dimethyl-4-morpholinyl]methyl]phenyl]vinyl]-1H-indazol-6-yl]-5'-methoxy-spiro[cyclopropan-1,3'-[3H]indol]-2'(1'H)-one C[C@@H]1CN(C[C@@H](O1)C)CC1=CC=C(C=C1)/C=C/C1=NNC2=CC(=CC=C12)[C@H]1C[C@]12C(NC1=CC=C(C=C21)OC)=O